FC(O[C@@H]1C[C@H](N(C1)C(=O)OC(C)(C)C)C(N[C@H](C)C1=CC=2C=NC=CC2N1S(=O)(=O)C1=CC=CC=C1)=O)F tert-butyl (2S,4R)-4-(difluoromethoxy)-2-(((R)-1-(1-(phenylsulfonyl)-1H-pyrrolo[3,2-c]pyridin-2-yl)ethyl)carbamoyl)pyrrolidine-1-carboxylate